FC(CC(=O)N1CCN(CC1)C(=O)[C@H]1N(CCC1)C(=O)OC(C)(C)C)(F)F tert-butyl (S)-2-(4-(3,3,3-trifluoropropanoyl)piperazin-1-carbonyl)pyrrolidin-1-carboxylate